FC1=CC=C(C=C1)CCO 2-(4-fluorophenyl)-ethanol